ClC=1C(=C(SC1C1=CC(=CC=C1)OC1CC(N(CC1)S(=O)(=O)CC1=CC(=CC=C1)[N+](=O)[O-])(C)C)C(=O)OC)OCC(=O)OC methyl 4-chloro-5-(3-((2,2-dimethyl-1-((3-nitrobenzyl)sulfonyl)piperidin-4-yl)oxy)phenyl)-3-(2-methoxy-2-oxoethoxy)thiophene-2-carboxylate